C(C)(C)C1=C(C=CC=C1)C1N(CCN(C1)CC1CCC(CC1)OC)C1CCC12CCNCC2 2-(2-isopropylphenyl)-4-((4-methoxycyclohexyl)methyl)piperazin-1-yl-7-azaspiro[3.5]nonane